3-(4-(2,6-difluorophenoxy)phenyl)-1,6-dihydro-7H-pyrrolo[2,3-d]pyridazin-7-one FC1=C(OC2=CC=C(C=C2)C2=CNC=3C(NN=CC32)=O)C(=CC=C1)F